(S)-2-chloro-N-(4-(8-ethyl-2-(piperidin-3-yl-amino)quinazolin-6-yl)-2-fluorophenyl)benzenesulfonamide ClC1=C(C=CC=C1)S(=O)(=O)NC1=C(C=C(C=C1)C=1C=C2C=NC(=NC2=C(C1)CC)N[C@@H]1CNCCC1)F